BrC1=C2CCCC2=CC=C1Cl 4-bromo-5-chloro-2,3-dihydro-1H-indene